(S,E)-3,7-dimethylnon-6-enal C[C@H](CC=O)CC\C=C(\CC)/C